C1(CC1)C1=NC=NC(=C1C=1N=CC2=C(N1)NC1=C2C=CN=C1)OC 2-(4-Cyclopropyl-6-methoxypyrimidin-5-yl)-9H-pyridino[4',3':4,5]pyrrolo[2,3-d]pyrimidine